C1(CC1)C(C)NC(=O)N[C@@H]1C[C@H](C=2C1=CC(=C1C=C(N=CC21)C2CC2)S(NCC(C)C)(=O)=O)NC2=NC1=C(N2)C=CC=C1 |r| 1-(1-cyclopropylethyl)-3-[trans-(7RS,9RS)-9-(1H-benzimidazol-2-ylamino)-3-cyclopropyl-5-(2-methylpropylsulfamoyl)-8,9-dihydro-7H-cyclopenta[h]isoquinolin-7-yl]urea